CC1(C2CC3CC(CC1C3)C2)C=C(C(=O)O)C.C(C(=C)C)(=O)OC2(C3CC1CC(CC2C1)C3)C 2-methyl-2-adamantyl methacrylate (2-methyl-2-ADAMANTYL METHACRYLATE)